((5-fluoro-6-methylpyridin-2-yl)sulfonyl)(isothiazol-3-yl)carbamic acid tert-butyl ester C(C)(C)(C)OC(N(C1=NSC=C1)S(=O)(=O)C1=NC(=C(C=C1)F)C)=O